FC(CC(C#C)(C)NC(OC(C)(C)C)=O)F tert-butyl (5,5-difluoro-3-methylpent-1-yn-3-yl)carbamate